CC=1C=C(C=NC1)CC(=O)N (5-methylpyridin-3-yl)acetamide